1-((5-bromothiophen-2-yl)sulfonyl)-5-(1-cyanocyclopentyl)-2-methoxy-N3-methylisophthalamide BrC1=CC=C(S1)S(=O)(=O)C1(C(=O)N)C(C(C(=O)NC)=CC(=C1)C1(CCCC1)C#N)OC